S-(naphthyl) (R)-3-cyano-3-phenylthiopropionate C(#N)[C@H](CC(=O)SC1=CC=CC2=CC=CC=C12)C1=CC=CC=C1